FC(C)(F)C=1N(C=2C(=NC=C(C2)N2C=CC=3N=CN=C(C32)OC)N1)CC1=CC(=CC=C1)F 2-(1,1-difluoroethyl)-1-(3-fluorobenzyl)-6-(4-methoxy-5H-pyrrolo[3,2-d]pyrimidin-5-yl)-1H-imidazo[4,5-b]pyridine